CNCC1=CC=CC=C1 methyl-benzyl-amine